5-[5-(hydroxymethyl)-2-furoyl]pyrimidin OCC1=CC=C(O1)C(=O)C=1C=NC=NC1